C(C)C1=NC(=NO1)C=1C=C2CC[C@H](C2=CC1)NC(=O)C1=CC(=NO1)C (R)-N-(5-(5-ethyl-1,2,4-oxadiazol-3-yl)-2,3-dihydro-1H-inden-1-yl)-3-methylisoxazole-5-carboxamide